imino-silicon N=[Si]